C(C)(C)(C)OC(=O)N1[C@@H](CC(C1)(C)O)C(=O)O (2S)-1-(t-Butoxycarbonyl)-4-hydroxy-4-methylpyrrolidine-2-carboxylic acid